3-(1,3-dioxoisoindolin-2-yl)-2-methyl-2-(3-(trifluoromethyl)phenyl)propanenitrile O=C1N(C(C2=CC=CC=C12)=O)CC(C#N)(C1=CC(=CC=C1)C(F)(F)F)C